C(C1=CC=CC=C1)OC(=O)[C@H]1N[C@H]2C[C@]2(C1)CO (1S,3S,5R)-5-(hydroxymethyl)-2-azabicyclo[3.1.0]Hexane-3-carboxylic acid benzyl ester